methyl-silanol dioleate C(CCCCCCC\C=C/CCCCCCCC)(=O)O.C(CCCCCCC\C=C/CCCCCCCC)(=O)O.C[SiH2]O